N-(4-(4-amino-1-(2-(cyclopropylamino)ethyl)-1H-pyrazolo[3,4-d]pyrimidin-3-yl)benzyl)-5-fluoro-2-methoxybenzamide NC1=C2C(=NC=N1)N(N=C2C2=CC=C(CNC(C1=C(C=CC(=C1)F)OC)=O)C=C2)CCNC2CC2